Cl.COC(NC1=CC(=CC=C1)CN)=O (3-(aminomethyl)phenyl)carbamic acid methyl ester hydrochloride